C1(=CC=CC=C1)C=1N=C(C2=CC=CC=C2C1)N(C1=CC=CC=C1)C1=NC(=CC2=CC=CC=C12)C1=CC=CC=C1.[Pt+2] Platinum(II) [bis(phenylisoquinolinyl)aniline]